(S)-(1-(1-cyclobutyl-3-methyl-6-((1-(3,4,5-trimethoxyphenyl)-1H-imidazol-4-yl)amino)-1H-pyrazolo[3,4-d]pyrimidin-4-yl)pyrrolidin-2-yl)methanol C1(CCC1)N1N=C(C=2C1=NC(=NC2N2[C@@H](CCC2)CO)NC=2N=CN(C2)C2=CC(=C(C(=C2)OC)OC)OC)C